(1S,2S)-N-(7-chloro-6-(1-((3S,4S)-4-hydroxy-3-methyltetrahydrofuran-3-yl)piperidin-4-yl)isoquinolin-3-yl)-2-(2-fluoropropan-2-yl)cyclopropane-1-carboxamide ClC1=C(C=C2C=C(N=CC2=C1)NC(=O)[C@@H]1[C@H](C1)C(C)(C)F)C1CCN(CC1)[C@]1(COC[C@H]1O)C